1-(1-methyl-1H-tetrazol-5-yl)-2-((pyridin-2-yloxy)methyl)-1H-benzo[d]imidazole CN1N=NN=C1N1C(=NC2=C1C=CC=C2)COC2=NC=CC=C2